methyl 1-(3-acetamidopropyl)-5-(2-chloro-4-methylphenyl)-1H-benzo[d]imidazole-7-carboxylate C(C)(=O)NCCCN1C=NC2=C1C(=CC(=C2)C2=C(C=C(C=C2)C)Cl)C(=O)OC